O1C2(OCCC1)[C@@H]1OC[C@H](CC2)O1 (1r,5s)-7,8-dioxaspiro[bicyclo[3.2.1]octane-2,2'-[1,3]dioxane]